5-(N-(2-(4-(5-chlorothiophene-2-carbonyl)piperazin-1-yl)phenyl)-N-phenethylsulfamoyl)-3-methylbenzofuran-2-carboxylic acid ethyl ester C(C)OC(=O)C=1OC2=C(C1C)C=C(C=C2)S(N(CCC2=CC=CC=C2)C2=C(C=CC=C2)N2CCN(CC2)C(=O)C=2SC(=CC2)Cl)(=O)=O